3-(3-(2-bromo-6-fluoro-3-methyl-4-nitrophenoxy)-4-fluorophenyl)-4-fluoro-1-(4-methoxybenzyl)-1H-pyrazole BrC1=C(OC=2C=C(C=CC2F)C2=NN(C=C2F)CC2=CC=C(C=C2)OC)C(=CC(=C1C)[N+](=O)[O-])F